C(C)(C)(C)OC(=O)C=1C(=NC(=CC1)N1N=C(C=C1)OCC(C1CC1)C1CC1)Cl tert-butyl-2-chloro-6-[3-(2,2-dicyclopropylethoxy)pyrazol-1-yl]pyridine-3-carboxylate